C(CCCCCCCCCCCCCCCCC)(=O)OC(C)(CO)O 2,3-dihydroxypropan-2-yl stearate